C(C)N[C@H](C)C1=NC=C(C(=C1)C1=NN2C(C(=N1)OCCOCCC(CCC(C)(F)F)N)=NC=C2)OC 1-(2-((2-(2-((R)-1-(ethylamino)ethyl)-5-methoxypyridin-4-yl)imidazo[2,1-f][1,2,4]triazin-4-yl)oxy)ethoxy)-6,6-difluoroheptan-3-amine